C(N)(=O)CCC(=O)OC[C@@H]1C[C@H]2N(CCC3=CC(=C(C=C23)OC)OC)C[C@H]1CC(C)C [(2R,3S,11bR)-9,10-dimethoxy-3-(2-methylpropyl)-1H,2H,3H,4H,6H,7H,11bH-pyrido[2,1-a]isoquinolin-2-yl]methyl 3-carbamoylpropanoate